N-(3-ethyl-1,1-dimethyl-indan-4-yl)pyridine-3-carboxamide C(C)C1CC(C2=CC=CC(=C12)NC(=O)C=1C=NC=CC1)(C)C